C(#N)C1(CC1)NS(=O)(=O)C1=CC2=C(NC(N(C2=O)CC=2C=NN(C2)C)=O)S1 N-(1-cyanocyclopropyl)-3-((1-methyl-1H-pyrazol-4-yl)methyl)-2,4-dioxo-1,2,3,4-tetrahydrothieno[2,3-d]pyrimidine-6-sulfonamide